4-O-(2-azido-3,4,6-tri-O-benzyl-2-deoxy-β-D-glucopyranosyl)-2,3-di-O-benzyl-5-O-(4-methoxyphenyl)-D-ribitol N(=[N+]=[N-])[C@H]1[C@@H](O[C@@H]([C@H]([C@@H]1OCC1=CC=CC=C1)OCC1=CC=CC=C1)COCC1=CC=CC=C1)O[C@@H]([C@H]([C@H](CO)OCC1=CC=CC=C1)OCC1=CC=CC=C1)COC1=CC=C(C=C1)OC